tert-butyl 2-[(3-bromo-2-fluorophenyl)methyl]-4-methyl-3-nitropyrrolidine-1-carboxylate BrC=1C(=C(C=CC1)CC1N(CC(C1[N+](=O)[O-])C)C(=O)OC(C)(C)C)F